2-ethoxy-4-[cis-1-fluoro-3-({5-[3-(methoxymethoxy)isoxazol-5-yl]pyridin-2-yl}oxy)cyclobutyl]pyridine C(C)OC1=NC=CC(=C1)C1(CC(C1)OC1=NC=C(C=C1)C1=CC(=NO1)OCOC)F